1-allyl-5-methyl-1H-indol C(C=C)N1C=CC2=CC(=CC=C12)C